[2-(2,2,3,3-tetrafluoropropoxy)Phenyl]methanone-(O-acetyloxime) C(C)(=O)ON=CC1=C(C=CC=C1)OCC(C(F)F)(F)F